6-hexyl-2-naphthalenesulfonic acid C(CCCCC)C=1C=C2C=CC(=CC2=CC1)S(=O)(=O)O